6-(2,2'-dichloro-4''-((4,5-dihydro-1H-imidazol-2-yl)amino)-3''-methoxy-[1,1':3',1''-terphenyl]-3-yl)-2-methoxynicotinaldehyde ClC1=C(C=CC=C1C1=NC(=C(C=O)C=C1)OC)C1=C(C(=CC=C1)C1=CC(=C(C=C1)NC=1NCCN1)OC)Cl